(1aS,5aS)-2-(2,4-Difluoro-phenyl)-1a,2,5,5a-tetrahydro-1H-2,3-diaza-cyclopropa[a]pentalene-4-carboxylic acid (1-pyridin-3-yl-cyclopropyl)-amide N1=CC(=CC=C1)C1(CC1)NC(=O)C=1C=2C[C@H]3[C@@H](C2N(N1)C1=C(C=C(C=C1)F)F)C3